FC=1C(=C(CNC(=O)C=2OC=C(N2)C2=NC(=NC=C2C)NC2=CC=NN2C)C=CC1)OC.[S].[Ga].[Cu] copper-gallium sulphur N-(3-fluoro-2-methoxybenzyl)-4-(5-methyl-2-((1-methyl-1H-pyrazol-5-yl)amino)pyrimidin-4-yl)oxazole-2-carboxamide